C(CCCCCCCCC)NC(=O)N 1-decyl-urea